C(CCCCCCC)C1=CC=C(C=C)C=C1 p-Octylstyrene